NC=1C(NC2=C3C=CC=NC3=C(C=C2C1C1=C2C=NNC2=C(C=C1)F)C)=O 3-amino-4-(7-fluoro-1H-indazol-4-yl)-6-methyl-1H-1,7-phenanthrolin-2-one